O1N=C(C=C1)NC(=O)[C@@H]1CC12CCN(CC2)C(=O)[O-] |r| (±)-1-(isoxazol-3-ylcarbamoyl)-6-azaspiro[2.5]octane-6-carboxylate